1-[4-(3-chloro-2-methylphenyl)piperazin-1-yl]-2-{3-[(2R,6S)-2,6-dimethylmorpholine-4-carbonyl]-5,6-dihydrocyclopenta[c]pyrazol-1(4H)-yl}ethan-1-one ClC=1C(=C(C=CC1)N1CCN(CC1)C(CN1N=C(C2=C1CCC2)C(=O)N2C[C@H](O[C@H](C2)C)C)=O)C